N-(3-methoxybenzyl)-N-(4-morpholinobenzyl)-5-((2-morpholinoethoxy)methyl)pyridin-2-amine COC=1C=C(CN(C2=NC=C(C=C2)COCCN2CCOCC2)CC2=CC=C(C=C2)N2CCOCC2)C=CC1